tert-butyl (1R,5S)-8-(7-bromo-6-chloro-8-fluoro-2-((tetrahydro-1H-pyrrolizin-7a(5H)-yl)methoxy)quinazolin-4-yl)-3,8-diazabicyclo[3.2.1]octane-3-carboxylate BrC1=C(C=C2C(=NC(=NC2=C1F)OCC12CCCN2CCC1)N1[C@H]2CN(C[C@@H]1CC2)C(=O)OC(C)(C)C)Cl